C1(=CC=CC=C1)[C@H]1[C@@H](CC1)C1=CC=CC2=CC=CC=C12 Trans-1-(2-phenylcyclobutyl)naphthalene